tert-butyl 3-hydroxy-4-[7-(2-methoxy-4,6-dimethyl-phenyl)-1,8-naphthyridin-2-yl]pyrrolidine-1-carboxylate OC1CN(CC1C1=NC2=NC(=CC=C2C=C1)C1=C(C=C(C=C1C)C)OC)C(=O)OC(C)(C)C